C(#N)C1(COCC1)NC(=O)[C@@H]1CCC=2C(=NN(C2C1)C1=NC=C(C=C1)F)C=1C=NC=C(C1)OC(F)F (6R)-N-(3-cyanotetrahydrofuran-3-yl)-3-(5-(difluoromethoxy)pyridin-3-yl)-1-(5-fluoropyridin-2-yl)-4,5,6,7-tetrahydro-1H-indazole-6-carboxamide